[Cl-].[Cl-].C[Si](=[Zr+2](C1C(=CC2=C(C(=C(C(=C12)C)C)C)C1=CC=CC=C1)C)C1C(=CC2=C(C=CC=C12)C1=CC=C(C=C1)C(C)(C)C)C(C)C)C Dimethylsilylene-(2-isopropyl-4-(p-tert-butyl-phenyl)indenyl)(2,5,6,7-tetramethyl-4-phenyl-indenyl)zirconium dichloride